S(C)(=O)(=O)O.FC1=CC=C(C=C1)C1=CN(N=C1C1=CC=C2C(=N1)N(C(=N2)N)CC(C)C)C(C)C 5-[4-(4-fluorophenyl)-2-isopropylpyrazol-5-yl]-3-isobutyl-3H-imidazo[4,5-b]pyridin-2-ylamine mesylate